N-(1-(tert-butyl)-3-methyl-1H-pyrazol-5-yl)-4-(5-(3,5-dichlorophenyl)-5-(trifluoromethyl)-4,5-dihydroisoxazol-3-yl)-2-methylbenzamide C(C)(C)(C)N1N=C(C=C1NC(C1=C(C=C(C=C1)C1=NOC(C1)(C(F)(F)F)C1=CC(=CC(=C1)Cl)Cl)C)=O)C